ClC=1N=C2C(=C(C(N(C2=CC1)C)=O)C#N)N(C)[C@@H]1CC[C@H](CC1)N(C1=C(C=C(C=C1)F)CO)CC1CCC1 trans-6-chloro-4-((4-((cyclobutylmethyl)(4-fluoro-2-(hydroxymethyl)phenyl)amino)cyclohexyl)(methyl)amino)-1-methyl-2-oxo-1,2-dihydro-1,5-naphthyridine-3-carbonitrile